N-(3-bromo-2-chlorophenyl)-4,5,6,7-tetrahydro[1,3]Thiazolo[5,4-c]Pyridine-2-carboxamide BrC=1C(=C(C=CC1)NC(=O)C=1SC=2CNCCC2N1)Cl